OCCCC(=O)N (4-hydroxy)butanamide